2-(trifluoromethyl)tetrahydropyrrole-1-carbonitrile FC(C1N(CCC1)C#N)(F)F